1-methyl-1-vinyl-1-silacyclobutane C[Si]1(CCC1)C=C